FC(F)(F)C=1C(=C(C=CC1N)C1=CC=C(C=C1)N)C(F)(F)F di(trifluoromethyl)-4,4'-diaminobiphenyl